O=C1N(C(CC1)=O)OC(CCCCCNC(CCCCC(=O)ON1C(CCC1=O)=O)=O)=O 2,5-dioxopyrrolidin-1-yl 6-((6-((2,5-dioxopyrrolidin-1-yl)oxy)-6-oxohexyl)amino)-6-oxohexanoate